1,8-diazabicyclo[4.3.0]-5-nonene N12CCCC=C2CNC1